ammonium cerous nitrate [N+](=O)([O-])[O-].[Ce+3].[NH4+].[N+](=O)([O-])[O-].[N+](=O)([O-])[O-].[N+](=O)([O-])[O-]